OCCCC=C(C(=O)O)C.C(C=C)(=O)OO hydroxy acrylate (hydroxypropyl methacrylate)